4-(4-Amino-5-hydroxy-6-methoxybenzothiophen-2-yl)-2-methyl-4-oxobutanoic acid NC1=C(C(=CC2=C1C=C(S2)C(CC(C(=O)O)C)=O)OC)O